COC(C(=O)NC1=CC(=C(C(=C1)Cl)OC1=C(C=C(C=C1C)C(NC1=CC=CC=C1)=O)C)Cl)=O 2-((3,5-dichloro-4-(2,6-dimethyl-4-(phenylcarbamoyl)phenoxy)phenyl)amino)-2-oxoacetic acid Methyl ester